C(C)(C)(C)N(C(O)=O)CC1=NC=C(C=C1)C1=C(C=NC2=CC(=C(C=C12)OC)OC)C#N tert-butyl-((5-(3-cyano-6,7-dimethoxyquinolin-4-yl)pyridin-2-yl)methyl)carbamic acid